4-tert-pentylcyclohexanone C(C)(C)(CC)C1CCC(CC1)=O